(3R)-3-{[2-(1,2-thiazol-4-yl)[1,2,4]triazolo[1,5-c]quinazolin-5-yl]amino}azepan-2-one methyl-4-[4-(dibutoxymethyl)piperidin-1-yl]-2-methylbenzoate COC(C1=C(C=C(C=C1)N1CCC(CC1)C(OCCCC)OCCCC)C)=O.S1N=CC(=C1)C1=NN2C(=NC=3C=CC=CC3C2=N1)N[C@H]1C(NCCCC1)=O